(6-cyclopropyl-8-(4-methylpiperazin-1-yl)-[1,2,4]triazolo[1,5-a]pyridin-2-yl)methylamine C1(CC1)C=1C=C(C=2N(C1)N=C(N2)CN)N2CCN(CC2)C